[Ca+2].O[C@@H](CC(=O)[O-])C.O[C@@H](CC(=O)[O-])C (R)-3-Hydroxybutanoic Acid Calcium Salt